C(C)(C)(C)OC(=O)N1CCC(CC1)(C#N)CC1=CC(=NC=C1Br)OC 4-[(5-bromo-2-methoxypyridin-4-yl)methyl]-4-cyanopiperidine-1-carboxylic acid tert-butyl ester